CC(CC)(CCCC(C)C)C1=CC=C(C=C1)C1=CC=C(C=C1)C(CC)(CCCC(C)C)C Di-(3,7-dimethyloctan-3-yl)-biphenyl